ClC1=CC=C(C(=N1)N1CCC(CC1)O)NC(C)C=1C=2C3=C(N(C(C2C=C(C1)C)=O)C)N(N=C3)C3CCN(CC3)C 9-[1-[[6-chloro-2-(4-hydroxy-1-piperidyl)-3-pyridyl]amino]ethyl]-4,7-dimethyl-3-(1-methyl-4-piperidyl)pyrazolo[3,4-c]isoquinolin-5-one